NCC(C(=O)N1C2CN(CC1C2)C2=CC=C(C=N2)C=2C=1N(C=C(C2)OCC)N=CC1C#N)C1=CC=C(C=C1)F 4-(6-(6-(3-Amino-2-(4-fluorophenyl)propionyl)-3,6-diazabicyclo[3.1.1]hept-3-yl)pyridin-3-yl)-6-ethoxypyrazolo[1,5-a]pyridine-3-carbonitrile